NC1CCN(CC1)C=1N=C(C(=C(C#N)C1)C=1C=C2CC(N(C2=CC1)C)=O)C1=CC(=C(C=C1)C#N)F 6-(4-aminopiperid-1-yl)-2-(4-cyano-3-fluorophenyl)-3-(1-methyl-2-oxoindol-5-yl)isonicotinonitrile